methyl 2-(3-{6-[5-cyclopropyl-3-(2-hydroxyphenyl)thieno[2,3-c]pyridazin-6-yl]-2-azaspiro[3.3]heptan-2-yl}-1,2-oxazol-5-yl)-3-methylbutanoate C1(CC1)C1=C(SC=2N=NC(=CC21)C2=C(C=CC=C2)O)C2CC1(CN(C1)C1=NOC(=C1)C(C(=O)OC)C(C)C)C2